CN1C(=NN=C1)CC1(CC(C1)C#N)C1=CC(=CC=C1)N1C(C2=CC(=CC(=C2C1)C(F)(F)F)C(C)(C)N1C[C@H](OCC1)C)=O (1R,3R)-3-((4-methyl-4H-1,2,4-triazol-3-yl)methyl)-3-(3-(6-(2-((R)-2-methylmorpholino)propan-2-yl)-1-oxo-4-(trifluoromethyl)isoindolin-2-yl)phenyl)cyclobutane-1-carbonitrile